1,2-propanediol bis(3-mercaptoisobutyrate) SCC(C(=O)OCC(C)OC(C(CS)C)=O)C